methyl 2-[5-benzyloxy-2-cyclopropyl-1-(4-fluoro-3-methyl-phenyl)indol-3-yl]acetate C(C1=CC=CC=C1)OC=1C=C2C(=C(N(C2=CC1)C1=CC(=C(C=C1)F)C)C1CC1)CC(=O)OC